FC1=C(C=CC(=C1)C(F)(F)F)CN[C@@H](C(=O)N)C (2R)-2-[[2-fluoro-4-(trifluoromethyl)phenyl]methylamino]propanamide